N-(4'-((4-fluorophenyl)sulfonyl)-[1,1'-biphenyl]-4-yl)acetamide FC1=CC=C(C=C1)S(=O)(=O)C1=CC=C(C=C1)C1=CC=C(C=C1)NC(C)=O